3-[ethyl(methyl)amino]propan-1-ol C(C)N(CCCO)C